1-(2-(4-methylbenzoyl)-2-azaspiro[3.3]hept-6-yl)-3-((6-oxo-1,6-dihydropyridin-3-yl)methyl)urea CC1=CC=C(C(=O)N2CC3(C2)CC(C3)NC(=O)NCC3=CNC(C=C3)=O)C=C1